C1(CCCCC1)CNC=1C(=CC=CC1)N N-(cyclohexylmethyl)benzene-1,2-diamine